o-ethynyl-aniline C(#C)C1=C(N)C=CC=C1